(R)-1-(1-(tert-Butyloxyl)pyrrolidin-3-yl)-3-cyano-4-(4-(2,6-difluorophenoxyl)phenyl)-1H-Pyrrol C(C)(C)(C)ON1C[C@@H](CC1)N1C=C(C(=C1)C1=CC=C(C=C1)OC1=C(C=CC=C1F)F)C#N